(2-[(methoxydimethylsilyl)methoxy]-5-hydroxyphenyl)tri(p-tolyl)phosphonium bromide [Br-].CO[Si](C)(C)COC1=C(C=C(C=C1)O)[P+](C1=CC=C(C=C1)C)(C1=CC=C(C=C1)C)C1=CC=C(C=C1)C